COCCOC1=CC(=NC(=C1)C1COCC1)N1N=C(C=2C=NC=CC21)C 1-(4-(2-methoxyethoxy)-6-(tetrahydrofuran-3-yl)pyridin-2-yl)-3-methyl-1H-pyrazolo[4,3-c]pyridin